FC1=CC=C2C=C(C=NC2=C1C1=C(C(=CC(=C1)F)F)F)C(=O)NN1C2=C(OCC1)C=CC(=C2)F 7-fluoro-N-(6-fluoro-2,3-dihydro-4H-benzo[b][1,4]oxazin-4-yl)-8-(2,3,5-trifluorophenyl)quinoline-3-carboxamide